4-[2-benzyloxycarbonyl-1-(benzyloxycarbonylsulfamoyl)pyrrol-3-yl]benzoic acid C(C1=CC=CC=C1)OC(=O)C=1N(C=CC1C1=CC=C(C(=O)O)C=C1)S(NC(=O)OCC1=CC=CC=C1)(=O)=O